C(CCCCC)C(C(=O)N1[C@@H](CCC1)C(=O)OCCCCCCN(CCCCO)CCCCCCOC(C(CCCCCCCC)CCCCCC)=O)CCCCCCCC 6-((6-((2-Hexyldecanoyl)oxy)hexyl)(4-hydroxybutyl)amino)hexyl (2-hexyldecanoyl)-prolinate